ClC1=C(C=C(C=C1)S(=O)(=O)C=1C=CC(=C(C1)N1CCCCC1)[N+](=O)[O-])C(F)(F)F 1-(5-((4-chloro-3-(trifluoromethyl)phenyl)sulfonyl)-2-nitrophenyl)piperidine